2-(3-(3-(3-hydroxy-1-methyl-2-oxopyrrolidin-3-yl)isoxazol-5-yl)phenyl)pyrimidine-4-carboxamide OC1(C(N(CC1)C)=O)C1=NOC(=C1)C=1C=C(C=CC1)C1=NC=CC(=N1)C(=O)N